(4-chloro-2-fluoro-phenyl)-2-(2,6-dibromophenoxy)ethanol ClC1=CC(=C(C=C1)C(COC1=C(C=CC=C1Br)Br)O)F